C(C)OC=1C=C(C=CC1OC)[C@@H](CS(=O)(=O)C)N1C(C2=CC=C(C(=C2C1=O)[N+](=O)[O-])F)=O (S)-2-(1-(3-ethoxy-4-methoxyphenyl)-2-(methylsulfonyl)ethyl)-5-fluoro-4-nitroisoindoline-1,3-dione